((1-ethyl-1H-imidazol-5-yl)methyl)-2-(piperazin-1-ylmethyl)-1H-benzo[d]imidazole-6-carboxylic acid C(C)N1C=NC=C1CN1C(=NC2=C1C=C(C=C2)C(=O)O)CN2CCNCC2